N-(4-((6-amino-5-chloropyrimidin-4-yl)oxy)-3,5-difluorophenyl)-1-(3-chloropyridin-2-yl)-5-(Trifluoromethyl)-1H-pyrazole-4-carboxamide NC1=C(C(=NC=N1)OC1=C(C=C(C=C1F)NC(=O)C=1C=NN(C1C(F)(F)F)C1=NC=CC=C1Cl)F)Cl